OC1CC(C1)(C1=CC(=CC=C1)[N+](=O)[O-])CC(=O)OCC ethyl 2-[3-hydroxy-1-(3-nitrophenyl)cyclobutyl]acetate